ClC1=C(C(=CC(=C1)C(F)(F)F)Cl)NC=1N(C2=NC(=NC=C2N1)N[C@H]1C[C@H](CCC1)O)C1CCC(CC1)C(=O)N (1S,4s)-4-(8-(2,6-dichloro-4-(trifluoromethyl)phenylamino)-2-((1R,3S)-3-hydroxycyclohexylamino)-9H-purin-9-yl)cyclohexanecarboxamide